ClC1=C(C=CC=C1COC1=NC(=C(C(=N1)OC)C=O)OC)C1=CC=CC=C1 2-((2-chloro-[1,1'-biphenyl]-3-yl)methoxy)-4,6-dimethoxypyrimidin-5-carbaldehyde